C(C)(C)(C)[Si](C)(C)OCC(CCCCC=C)(C)C tert-butyl((2,2-dimethyloct-7-en-1-yl)oxy)dimethylsilane